C(C1=CC=CC=C1)(=O)OC(C)CC(C)(OC(C1=CC=CC=C1)=O)CCCC 4-butyl-2,4-pentanediol dibenzoate